Cl.C(C=C)OC([C@H](C(C1=CC=CC=C1)C1=CC=CC=C1)N)=O (S)-2-amino-3,3-diphenylpropionic acid allyl ester hydrochloride